hexane TFA salt OC(=O)C(F)(F)F.CCCCCC